3-(1-((2R,5S)-4-(2-(cyanomethyl)-4-methyl-5-oxo-4,5-dihydro-2H-pyrazolo[4,3-b]pyridin-7-yl)-2,5-diethylpiperazin-1-yl)ethyl)benzamide C(#N)CN1N=C2C(N(C(C=C2N2C[C@H](N(C[C@@H]2CC)C(C)C=2C=C(C(=O)N)C=CC2)CC)=O)C)=C1